C1(CCCCC1)N(C(=O)[C@@H](CC(=O)O)NC(=O)C1=NN(C(=C1)C1=C(C=CC=C1)C(F)(F)F)C1CCCC1)C (3R)-3-[cyclohexyl(methyl)carbamoyl]-3-({1-cyclopentyl-5-[2-(trifluoromethyl)phenyl]-1H-pyrazol-3-yl}formamido)propanoic acid